sodium hydroxymethylglycinate OCNCC(=O)[O-].[Na+]